tert-butyl (2R,3R)-3-((7-bromo-8-fluoro-2-(((2R,7aS)-2-fluorotetrahydro-1H-pyrrolizin-7a(5H)-yl)methoxy)pyrido[4,3-d]pyrimidin-4-yl)oxy)-2-methylpyrrolidine-1-carboxylate BrC1=C(C=2N=C(N=C(C2C=N1)O[C@H]1[C@H](N(CC1)C(=O)OC(C)(C)C)C)OC[C@]12CCCN2C[C@@H](C1)F)F